OCCCCCCCCCC oxaundecane